(S)-7-((3-methylpiperidin-1-yl)methyl)-1-((2-(trimethylsilyl)ethoxy)methyl)-1H-pyrrolo[3,2-b]pyridine-5-carbonitrile C[C@@H]1CN(CCC1)CC1=C2C(=NC(=C1)C#N)C=CN2COCC[Si](C)(C)C